C(C)OC1=NC=C(C2=CC=CC=C12)C1=CC2=CC=CC=C2C=C1 ethoxy-4-(naphthalen-2-yl)isoquinoline